sulfonium imidazolium N1C=[NH+]C=C1.[SH3+]